NC1=CC=CC(=N1)S(=O)(=O)NC(=O)C=1C(=NC(=CC1)C=1C=NC(=CC1)OC(C)C)N1C(CCCC1)COC N-[(6-Amino-2-pyridyl)sulfonyl]-6-(6-isopropoxy-3-pyridyl)-2-[2-(methoxymethyl)-1-piperidyl]pyridin-3-carboxamid